C1CCCCCCCCCCCC1 Cyclotridecane